(R)-N-(3-chloropyridin-2-yl)-4-(5-methyl-3H-[1,2,3]triazolo[4,5-b]pyridin-3-yl)-N-(piperidin-3-yl)benzamide ClC=1C(=NC=CC1)N(C(C1=CC=C(C=C1)N1N=NC=2C1=NC(=CC2)C)=O)[C@H]2CNCCC2